3-[(1S,4S)-2,5-diazabicyclo[2.2.1]heptane-2-yl]-4-[N-[[5-[5-(difluoromethyl)-1,3,4-oxadiazol-2-yl]-2-pyridinyl]methyl]anilino]cyclobut-3-ene-1,2-dione [C@@H]12N(C[C@@H](NC1)C2)C=2C(C(C2N(C2=CC=CC=C2)CC2=NC=C(C=C2)C=2OC(=NN2)C(F)F)=O)=O